C(=O)(OC(C)(C)C)C(CCC[C@H](N)C(=O)O)N ε-Boc-lysine